1,1,4-tribromo-4-ethyl-1,4-disilacyclohexane Br[Si]1(CC[Si](CC1)(CC)Br)Br